N,N-Diisopropylamine C(C)(C)NC(C)C